OC(CC(=O)O)CCCCC 3-hydroxy-octanic acid